C(C)(C)(C)OC(NCCC1=CC=C(C=C1)C=O)=O ((4-formylphenyl)ethyl)carbamic acid tert-butyl ester